C(#N)CC1=CC=C(C=C1)NC(=O)C1CC(CCC1C(C)C)C N-(4-Cyanomethylphenyl)-p-menthanecarboxamide